(S)-6-(5-bromo-1-((trans)-4-methoxycyclohexyl)-1H-benzo[d]imidazol-2-yl)piperidine-2-one BrC1=CC2=C(N(C(=N2)[C@@H]2CCCC(N2)=O)[C@@H]2CC[C@H](CC2)OC)C=C1